7-Chloro-4-(1-(5-(2,5-dihydrofuran-3-yl)pyrimidin-2-yl)piperidin-4-yl)-1-methyl-1,4-dihydropyrido[2,3-b]pyrazine-2,3-dione ClC1=CC2=C(N(C(C(N2C)=O)=O)C2CCN(CC2)C2=NC=C(C=N2)C=2COCC2)N=C1